(E)-6-((2-(aminomethyl)-3-fluoroallyl)oxy)-N-((6-methylpyridin-3-yl)methyl)benzo[d]oxazol-2-amine NC/C(/COC1=CC2=C(N=C(O2)NCC=2C=NC(=CC2)C)C=C1)=C\F